N-chloroformylamide ClC(=O)[NH-]